N-(1-(2,4-difluorophenyl)ethyl)-2-(2,4-dioxo-1,4-dihydroquinazolin-3(2H)-yl)-N-isopropylacetamide FC1=C(C=CC(=C1)F)C(C)N(C(CN1C(NC2=CC=CC=C2C1=O)=O)=O)C(C)C